ClC=1C=C2C(=C(NC2=CC1)C1=CC=C(C=C1)F)C(=O)OC methyl 5-chloro-2-(4-fluorophenyl)-1H-indole-3-carboxylate